N-(6-amino-5-methylpyridin-3-yl)-2-(2-(3-chloro-5-Fluorophenyl)-5-methylpiperidin-1-yl)-2-oxoacetamide NC1=C(C=C(C=N1)NC(C(=O)N1C(CCC(C1)C)C1=CC(=CC(=C1)F)Cl)=O)C